C(C1=CC=CC=C1)SC1=C(C=C(C=C1)C(C)(F)F)F 1-benzylsulfanyl-4-(1,1-difluoroethyl)-2-fluoro-benzene